3-[[4-[6-fluoro-7-(2-fluoro-6-hydroxy-phenyl)-4-[(2S)-2-methyl-4-prop-2-enyl-Piperazin-1-yl]-2-oxo-pyrido[2,3-d]pyrimidin-1-yl]-3-isopropyl-5-methyl-phenyl]methyl]urea FC1=CC2=C(N(C(N=C2N2[C@H](CN(CC2)CC=C)C)=O)C2=C(C=C(C=C2C)CNC(N)=O)C(C)C)N=C1C1=C(C=CC=C1O)F